(3S,4R,5R,6S)-1-(6-{[2-(2-fluorophenyl)-1,3-thiazol-4-yl]methoxy}hexyl)-3,4,5,6-azepanetetrol hydrochloride Cl.FC1=C(C=CC=C1)C=1SC=C(N1)COCCCCCCN1C[C@@H]([C@H]([C@@H]([C@H](C1)O)O)O)O